(1r,4r)-4-((4,6-difluoro-5-(4'-((2-(2-hydroxyethoxy)ethoxy)methyl)-[1,1'-biphenyl]-4-yl)-1H-benzo[d]imidazol-2-yl)oxy)cyclohexane-1-carboxylic acid FC1=C(C(=CC=2NC(=NC21)OC2CCC(CC2)C(=O)O)F)C2=CC=C(C=C2)C2=CC=C(C=C2)COCCOCCO